C(C1=CC=CC=C1)N1CCC=2C=CC(=NC2C1)Cl D-7-benzyl-2-chloro-5,6,7,8-tetrahydro-1,7-naphthyridine